2'-amino-5-chloro-2,4'-difluoro-6'-(1-hydroxyethyl)-N-(2-(trifluoromethyl)pyridin-4-yl)-[1,1'-biphenyl]-4-carboxamide NC1=C(C(=CC(=C1)F)C(C)O)C1=C(C=C(C(=C1)Cl)C(=O)NC1=CC(=NC=C1)C(F)(F)F)F